3-cyano-4-(prop-2-yl)benzoic acid methyl ester COC(C1=CC(=C(C=C1)C(C)C)C#N)=O